tetraisooctyl methylene diphosphate P(=O)(OCCCCCC(C)C)(OCCCCCC(C)C)OCOP(=O)(OCCCCCC(C)C)OCCCCCC(C)C